ClS(=O)(=O)C=1C=C2C(=NC1)C=CN2C(=O)OCCCC Butyl 6-(Chlorosulfonyl)-1H-pyrrolo[3,2-b]pyridine-1-carboxylate